3,7-dimethyl-2-(tributylstannyl)octa-1,6-dien-3-ol CC(C(=C)[Sn](CCCC)(CCCC)CCCC)(CCC=C(C)C)O